FC(C(=N)C1=CC=C(C=C1)C(F)(F)F)(F)F 2,2,2-Trifluoro-1-(4-(trifluoromethyl)phenyl)ethan-1-imine